CS(=O)(=O)OC[C@@H]1CN(CC1)C(=O)OC(C)(C)C (S)-Tert-Butyl 3-(((Methylsulfonyl)Oxy)Methyl)Pyrrolidine-1-Carboxylate